C(#N)C(C(=O)OCC)=C1CC(C(CC1)CC)=O Ethyl 2-cyano-2-(4-ethyl-3-oxocyclohexylidene)acetate